OCC(CC(C(=O)N)=C)(CO)CO [tris(hydroxymethyl)-ethyl]acrylamide